C(#C)S(=O)(=O)C1=CC=C(C=C1)C ethynyl-p-tolylsulfone